N-(cyclopropanesulfonyl)-6-[(1S,4S,5R)-5-[[3-(2,6-dichlorophenyl)-5-(1-fluorocyclopropyl)-1,2-oxazol-4-yl]methoxy]-2-azabicyclo[2.2.1]heptan-2-yl]pyridine-3-carboxamide C1(CC1)S(=O)(=O)NC(=O)C=1C=NC(=CC1)N1[C@@H]2C[C@H]([C@H](C1)C2)OCC=2C(=NOC2C2(CC2)F)C2=C(C=CC=C2Cl)Cl